(S)-2-(3-(2-hydroxyethyl)-5-methyl-6-oxopyridazin-1(6H)-yl)-4-methylpentanoic acid methyl ester COC([C@H](CC(C)C)N1N=C(C=C(C1=O)C)CCO)=O